CC1=C(C=C(OC[C@H]2N(CC2)C(=O)OC(C)(C)C)C=C1)C(NC1(CC1)C1=C2C=CC=NC2=CC(=C1)C=1SC=CN1)=O tert-Butyl (S)-2-((4-methyl-3-((1-(7-(thiazol-2-yl)quinolin-5-yl)cyclopropyl)carbamoyl)phenoxy)methyl)azetidine-1-carboxylate